aminoguanidine, hydrochloride Cl.NNC(=N)N